NC=1C=CC(=NC1NC1=CC(=NC=C1)C(F)F)N1[C@@H](CN(CC1)C(=O)OC(C)(C)C)C tert-butyl (3R)-4-(5-amino-6-{[2-(difluoromethyl)pyridin-4-yl]amino}pyridin-2-yl)-3-methylpiperazine-1-carboxylate